(5RS)-3-[5-(3-chloro-2-fluorophenoxy)-3-methylpyridazin-4-yl]-5-(3,4-dimethylbenzyl)-5,6-dihydro-4H-1,2,4-oxadiazine ClC=1C(=C(OC=2C(=C(N=NC2)C)C2=NOC[C@H](N2)CC2=CC(=C(C=C2)C)C)C=CC1)F |r|